O=C1N(N=CC2=CC=CC=C12)C1C(NC(CC1)=O)=O 3-(1-oxophthalazine-2(1H)-yl)piperidine-2,6-dione